ClC=1C=C(C(=NC1)O)C1=C(C=NC(=C1)C)C(=O)NC=1SC2=C(N1)CN(C2)C(C2=NC(=C(C=C2C)C(F)(F)F)OC)=O 5-chloro-2-hydroxy-N-(5-(6-methoxy-3-methyl-5-(trifluoromethyl)picolinoyl)-5,6-dihydro-4H-pyrrolo[3,4-d]thiazol-2-yl)-6'-methyl-[3,4'-bipyridine]-3'-carboxamide